CC/C=C\\C/C=C\\C/C=C\\C/C=C\\C/C=C\\C/C=C\\CCCCC(=O)SCCNC(=O)CCNC(=O)[C@@H](C(C)(C)COP(=O)(O)OP(=O)(O)OC[C@@H]1[C@H]([C@H]([C@@H](O1)N2C=NC3=C(N=CN=C32)N)O)OP(=O)(O)O)O The molecule is an unsaturated fatty acyl-CoA that results from the formal condensation of the thiol group of coenzyme A with the carboxy group of (6Z,9Z,12Z,15Z,18Z,21Z)-tetracosahexaenoic acid. It is a member of n-3 PUFA and a product of alpha-linolenoic acid metabolism. It has a role as a mouse metabolite. It is an unsaturated fatty acyl-CoA and a very long-chain fatty acyl-CoA. It derives from a (6Z,9Z,12Z,15Z,18Z,21Z)-tetracosahexaenoic acid. It is a conjugate acid of a (6Z,9Z,12Z,15Z,18Z,21Z)-tetracosahexaenoyl-CoA(4-).